tert-butyl N-[[2-[(4-cyano-2-fluoro-phenyl)methyl-[2-(2-ethyl-3,5-difluoro-phenoxy)propanoyl]amino]acetyl]amino]carbamate C(#N)C1=CC(=C(C=C1)CN(CC(=O)NNC(OC(C)(C)C)=O)C(C(C)OC1=C(C(=CC(=C1)F)F)CC)=O)F